5-bromo-2-{[6-({8-methyl-3,8-diazabicyclo[3.2.1]octan-3-yl}methyl)imidazo[1,2-a]pyridin-2-yl]methyl}-1,2-dihydro-2,7-naphthyridin-1-one BrC1=C2C=CN(C(C2=CN=C1)=O)CC=1N=C2N(C=C(C=C2)CN2CC3CCC(C2)N3C)C1